(7s)-N-(3-((4-((2-Methyl-4-phenylthiazol-5-yl)oxy)pyridin-2-yl)amino)phenyl)cyclopropanesulfonamide CC=1SC(=C(N1)C1=CC=CC=C1)OC1=CC(=NC=C1)NC=1C=C(C=CC1)NS(=O)(=O)C1CC1